FC(OC1=NC=CC(=C1)C1=NOC(=N1)C1C(C12CCN(CC2)C(=O)OC(C)(C)C)(F)F)F tert-Butyl 2-{3-[2-(difluoromethoxy)pyridin-4-yl]-1,2,4-oxadiazol-5-yl}-1,1-difluoro-6-azaspiro[2.5]octane-6-carboxylate